FC=1C=CC2=C(C=C(O2)[C@@H](C)NC(=O)[C@H]2[C@@H](C2)C(=O)NC2=CC(=CC=C2)C(F)(F)F)C1 (1R,2R)-N1-((R)-1-(5-fluorobenzofuran-2-yl)ethyl)-N2-(3-(trifluoromethyl)phenyl)cyclopropane-1,2-dicarboxamide